C(C)(=O)N1C(N(C[C@H]1C(=O)OC(C)(C)C)C)=O tert-Butyl (S)-3-acetyl-1-methyl-2-oxoimidazolidine-4-carboxylate